(2S)-2-(((2-(3-chlorophenyl)-2,2-difluoro-1-phenylethoxy)carbonyl)amino)-3-cyclopentylpropionic acid methyl ester COC([C@H](CC1CCCC1)NC(=O)OC(C(F)(F)C1=CC(=CC=C1)Cl)C1=CC=CC=C1)=O